isobutyric acid oxime C(C(C)C)(O)=NO